ClC1=C(C(=CC=C1)Cl)C1=CC2=C(N=C(N=C2)NC2=CC=C(N=N2)CNC(OC(C)(C)C)=O)N(C1=O)C tert-butyl ((6-((6-(2,6-dichlorophenyl)-8-methyl-7-oxo-7,8-dihydropyrido[2,3-d]pyrimidin-2-yl)amino)pyridazin-3-yl)methyl)carbamate